O=C1NC(CCC1N1CC2=CC=C(C(=C2C1=O)C1=CC=CC=C1)C#N)=O 2-(2,6-dioxopiperidin-3-yl)-3-oxo-4-phenylisoindoline-5-carbonitrile